5-(((4S)-6-(4-chlorophenyl)-4-(2-(ethylamino)-2-oxoethyl)-1-methyl-4H-benzo[f][1,2,4]triazolo[4,3-a][1,4]diazepin-8-yl)oxy)-N-(3-hydroxyphenyl)pentanamide ClC1=CC=C(C=C1)C1=N[C@H](C=2N(C3=C1C=C(C=C3)OCCCCC(=O)NC3=CC(=CC=C3)O)C(=NN2)C)CC(=O)NCC